N-(t-butoxycarbonyl)-7-aminoheptanoic acid C(C)(C)(C)OC(=O)NCCCCCCC(=O)O